[Si](C1=CC=CC=C1)(C1=CC=CC=C1)(C(C)(C)C)OC[C@H]1N(CC(C[C@H](C1)C#N)F)C(=O)OC(C)(C)C tert-butyl (2S,4S)-2-(((tert-butyldiphenylsilyl)oxy)methyl)-4-cyano-6-fluoroazepane-1-carboxylate